C[Si](CCCN1C(=NC2=C1C=CC=C2)C=2OC1=C(N2)C=CC=C1)(C)C 2-[1-(3-trimethylsilanylpropyl)-1H-benzimidazol-2-yl]benzoxazole